(isopropylsulfonyloxy)-1-cyclopentenylacetone C(C)(C)S(=O)(=O)OCC(CC1=CCCC1)=O